(3S)-8-[2-[4-[4-[(2,6-dioxopiperidin-3-yl)amino]-2,3-difluorophenyl]piperidin-1-yl]acetyl]-8-azaspiro[4.5]decan O=C1NC(CC[C@@H]1NC1=C(C(=C(C=C1)C1CCN(CC1)CC(=O)N1CCC2(CCCC2)CC1)F)F)=O